(R)-(1,3-Dimethyl-azetidin-3-yl)-(3-hydroxymethyl-phenyl)-(4-trifluoromethoxy-phenyl)-methanol CN1CC(C1)(C)[C@@](O)(C1=CC=C(C=C1)OC(F)(F)F)C1=CC(=CC=C1)CO